FC1C[C@H](N(C1)C(=O)OC(C)(C)C)CO tert-butyl (2S)-4-fluoro-2-(hydroxymethyl)pyrrolidine-1-carboxylate